1-(2,2-dioxo-2-thia-7-azaspiro[3.5]nonan-7-yl)-2-(4-fluoro-3-(trifluoromethyl)phenoxy)-2-methylpropan-1-one O=S1(CC2(C1)CCN(CC2)C(C(C)(C)OC2=CC(=C(C=C2)F)C(F)(F)F)=O)=O